FC(C(=O)N)(C1=CC=C(C=C1)S(=O)(=O)C)F difluoro-2-(4-(methylsulfonyl)phenyl)acetamide